(-)-N-((R)-1-(naphthalen-1-yl)ethyl)-4-oxochroman-2-carboxamide C1(=CC=CC2=CC=CC=C12)[C@@H](C)NC(=O)C1OC2=CC=CC=C2C(C1)=O